tert-butyl (3'S,5'S)-5'-fluoro-2-oxo[1,3'-bipiperidine]-1'-carboxylate F[C@H]1C[C@@H](CN(C1)C(=O)OC(C)(C)C)N1C(CCCC1)=O